C(#N)C(C)(C)C1=CC(=NC=C1)C(=O)NC1=CC(=C(C=C1)C)CCC1=NNC(=C1)NC1=NC=CN=C1 4-(2-Cyanoprop-2-yl)-N-(4-methyl-3-(2-(5-(pyrazin-2-ylamino)-1H-pyrazol-3-yl)ethyl)phenyl)picolinamide